6-chloro-N-(2-methoxy-2-methylpropyl)-N-methyl-1-(tetrahydro-2H-pyran-2-yl)-1H-pyrazolo[4,3-c]pyridin-3-amine ClC1=CC2=C(C=N1)C(=NN2C2OCCCC2)N(C)CC(C)(C)OC